CC1=C(C(=O)P(C2=C(C=C(C=C2)OC)OC)(C(C2=C(C=CC=C2C)C)=O)=O)C(=CC=C1)C bis(2,6-dimethylbenzoyl)-2,4-dimethoxyphenylphosphine oxide